[Cl-].CN(C1=CC=C(C=C1)N=NC=1N(C=C[N+]1C)C)C 2-[[4-(dimethylamino)phenyl]azo]-1,3-dimethyl-1H-imidazolium chloride